11-(4-fluorophenyl)-3-(thiophen-2-yl)-10-(trifluoromethyl)-3,4-dihydro-2H,6H-[1,4]thiazepino[2,3,4-ii]quinazolin-6-one FC1=CC=C(C=C1)C1=C(C=C2C=NC(N3C2=C1SCC(C3)C=3SC=CC3)=O)C(F)(F)F